3,4-dihydroxy-9-decene OC(CC)C(CCCCC=C)O